ClC1=C(N=C2C(=N1)N(N=C2I)C2OCCCC2)C 6-chloro-3-iodo-5-methyl-1-(oxan-2-yl)-1H-pyrazolo[3,4-b]Pyrazine